Cl.NC(C(=O)N1CCN(CC1)C(=O)NC1=NC(N(C=C1)C1=CC=C(C=C1)CNC12CCC(CC1)(CC2)N)=O)(C)C 4-(2-Amino-2-methylpropanoyl)-N-(1-(4-(((4-aminobicyclo[2.2.2]octan-1-yl)amino)methyl)phenyl)-2-oxo-1,2-dihydropyrimidin-4-yl)piperazine-1-carboxamide Hydrochloride Salt